N-(5-((2-(hydroxymethyl)benzo[d]thiazol-6-yl)ethynyl)-8-(methylamino)-2,7-naphthyridin-3-yl)cyclopropanecarboxamide OCC=1SC2=C(N1)C=CC(=C2)C#CC2=C1C=C(N=CC1=C(N=C2)NC)NC(=O)C2CC2